bis(trifluoromethyl)quinoline FC(F)(F)C=1C(=NC2=CC=CC=C2C1)C(F)(F)F